dicyclopentylbis(ethoxymethyl)silane methyl-4-((2R,3S,4S,5R)-3-(3-chloro-2-hydroxyphenyl)-4,5-dimethyl-5-(trifluoromethyl)tetrahydrofuran-2-carboxamido)picolinate COC(C1=NC=CC(=C1)NC(=O)[C@@H]1O[C@]([C@H]([C@H]1C1=C(C(=CC=C1)Cl)O)C)(C(F)(F)F)C)=O.C1(CCCC1)[Si](COCC)(COCC)C1CCCC1